2-[3-(Hydroxymethyl)cyclohex-2-en-1-yl]-3-propan-2-yloxy-5-propylphenol OCC1=CC(CCC1)C1=C(C=C(C=C1OC(C)C)CCC)O